2-methylpropan-1-ylium-2-yl N-[methyl(oxo)(quinolin-5-yl)-λ6-sulfanylidene]carbamate CS(=NC(OC([CH2+])(C)C)=O)(C1=C2C=CC=NC2=CC=C1)=O